C(CCCC)C1=C(C2=CC=CC=C2C=C1)CCCCC diamyl-naphthalene